CSCC1=NNC=C1NC=1N=CC2=C(N1)NC(C21CC1)=O 2'-((3-((methylthio)methyl)-1H-pyrazol-4-yl)amino)spiro[cyclopropane-1,5'-pyrrolo[2,3-d]pyrimidin]-6'(7'H)-one